(-)-7-(4-{[4-Amino-2-(trifluoromethyl)phenyl]methoxy}-3-methoxyphenyl)-2H,4H,5H,6H,7H-[1,2,3]triazolo[4,5-b]pyridin-5-one NC1=CC(=C(C=C1)COC1=C(C=C(C=C1)C1C=2C(NC(C1)=O)=NNN2)OC)C(F)(F)F